C(C(C)(C)C)(=O)OC1CC(C1)(C1=NC=C(C=C1F)Br)N 3-amino-3-(5-bromo-3-fluoropyridin-2-yl)cyclobutyl pivalate